2-(4-(2-aminoquinolin-7-yl)-1-methyl-1H-pyrazol-5-yl)-6-chlorobenzonitrile NC1=NC2=CC(=CC=C2C=C1)C=1C=NN(C1C1=C(C#N)C(=CC=C1)Cl)C